NC1=C(C=C(C=N1)NC(C(=O)N1[C@H](CN([C@@H](C1)C)C(C(C)C)=O)C1=CC(=CC=C1)OCCN(C)C)=O)CC N-(6-amino-5-ethylpyridin-3-yl)-2-((2S,5R)-2-(3-(2-(dimethylamino)ethoxy)phenyl)-4-isobutyryl-5-methylpiperazin-1-yl)-2-oxoacetamide